ClC=1C=C(C=CC1F)NC(N(C)[C@@H](C)C1=CN=C(C2=CC=CC=C12)C#N)=O (S)-3-(3-chloro-4-fluorophenyl)-1-(1-(1-cyanoisoquinolin-4-yl)ethyl)-1-methyl-urea